2',3',4',5'-tetrahydro-[1,1'-biphenyl] C1(=CC=CC=C1)C=1CCCCC1